2-(diethylcarbamoylamino)-4-[(2-fluoro-3-methoxy-2-methyl-propyl)-[4-(5,6,7,8-tetrahydro-1,8-naphthyridin-2-yl)butyl]amino]butanoic acid C(C)N(C(=O)NC(C(=O)O)CCN(CCCCC1=NC=2NCCCC2C=C1)CC(COC)(C)F)CC